BrC1=C2C[C@@H](N([C@H](C2=CC=C1)C)C(CC1=C(C=CC(=C1)F)Cl)=O)CO[Si](C)(C)C(C)(C)C 1-((1S,3R)-5-bromo-3-(((tert-butyldimethylsilyl)oxy)methyl)-1-methyl-3,4-dihydroisoquinolin-2(1H)-yl)-2-(2-chloro-5-fluorophenyl)ethan-1-one